The molecule is an unsaturated fatty acyl-CoA that results from the formal condensation of the thiol group of coenzyme A with the carboxy group of (10Z,13Z,16Z)-3-oxodocosatrienoic acid. It is an unsaturated fatty acyl-CoA, a very long-chain fatty acyl-CoA and a 3-oxo-fatty acyl-CoA. It is a conjugate acid of a (10Z,13Z,16Z)-3-oxodocosatrienoyl-CoA(4-). CCCCC/C=C\\C/C=C\\C/C=C\\CCCCCCC(=O)CC(=O)SCCNC(=O)CCNC(=O)[C@@H](C(C)(C)COP(=O)(O)OP(=O)(O)OC[C@@H]1[C@H]([C@H]([C@@H](O1)N2C=NC3=C(N=CN=C32)N)O)OP(=O)(O)O)O